2-(5-chloro-2-oxo-2,3-dihydro-1H-indol-1-yl)-N-(3,3,3-trifluoro-2-hydroxypropyl)acetamide ClC=1C=C2CC(N(C2=CC1)CC(=O)NCC(C(F)(F)F)O)=O